[Pt].[Fe].[Cu] copper-iron-platinum